Methyl 4-[5-iso-propyl-2-methyl-4-(2-methylpropoxy)benzoyl]benzoate C(C)(C)C=1C(=CC(=C(C(=O)C2=CC=C(C(=O)OC)C=C2)C1)C)OCC(C)C